OCC1=C(SC=C1)C1=CC=C(C(=N1)C)O[C@@H]1C[C@H](CCC1)C(=O)[O-] (1S,3S)-3-((6-(3-(hydroxymethyl)thiophen-2-yl)-2-Methylpyridin-3-yl)oxy)cyclohexane-1-carboxylate